ClC=1C=C(C=NC1C=1OC(=CN1)C)NC(=O)C=1C=NN(C1C(F)(F)F)C1=CC=C(C=2N1C=CN2)F N-(5-chloro-6-(5-methyloxazol-2-yl)pyridin-3-yl)-1-(8-fluoroimidazo[1,2-a]pyridin-5-yl)-5-(trifluoromethyl)-1H-pyrazole-4-carboxamide